2,6-difluoro-4-(2-(8-methoxy-1,2,3,4-tetrahydroisoquinolin-6-yl)-5-tosyl-5H-pyrrolo[2,3-b]pyrazin-7-yl)-N-methyl-N-((tetrahydrofuran-3-yl)methyl)benzamide FC1=C(C(=O)N(CC2COCC2)C)C(=CC(=C1)C1=CN(C2=NC=C(N=C21)C=2C=C1CCNCC1=C(C2)OC)S(=O)(=O)C2=CC=C(C)C=C2)F